1-isopropyl-3,6-dimethyl-5-phenyl-pyrazolo[4,3-b]pyridine C(C)(C)N1N=C(C2=NC(=C(C=C21)C)C2=CC=CC=C2)C